CNC1=NN(C(=C1)C1=CC=2N(C=C1)N=CC2C(=O)N)C2=NC(=CC=C2)C 5-(3-(methylamino)-1-(6-methylpyridin-2-yl)-1H-pyrazol-5-yl)pyrazolo[1,5-a]pyridine-3-carboxamide